C(CCC)N([C@@H](C)C(=O)O)C(=O)OC(C)(C)C.O=C1NC(CCC1N1C(C2=CC=CC(=C2C1=O)NCCOCCNC(C)=O)=O)=O N-[2-(2-{[2-(2,6-dioxopiperidin-3-yl)-1,3-dioxo-2,3-dihydro-1H-isoindol-4-yl]amino}ethoxy)ethyl]acetamide Butyl-(tert-butoxycarbonyl)-L-alaninate